5-[4-amino-5-(trifluoromethyl)-pyrrolo[2,1-f][1,2,4]triazin-7-yl]-N-[(3R,4S)-4-fluoro-1-[1-(2-methyl-1,3-thiazol-5-yl)-ethyl]pyrrolidin-3-yl]-2-methoxypyridine-3-carboxamide NC1=NC=NN2C1=C(C=C2C=2C=C(C(=NC2)OC)C(=O)N[C@@H]2CN(C[C@@H]2F)C(C)C2=CN=C(S2)C)C(F)(F)F